O([Si](C1=CC=CC=C1)(C1=CC=CC=C1)C(C)(C)C)CCCCNC(C)C 4-(tert-butyldiphenylsiloxy)-N-isopropyl-N-butylamine